2-[(5R,7R)-3,3,7-trimethyl-2-oxa-8-azaspiro[4.5]dec-8-yl]aniline CC1(OC[C@@]2(C1)C[C@H](N(CC2)C2=C(N)C=CC=C2)C)C